P(=O)(O)(O)OC[C@@H]1[C@H]([C@H]([C@@H](O1)N1C=NC=2C(=O)NC(NC(=O)OC(C)C3=CC4=C(OCO4)C=C3[N+](=O)[O-])=NC12)O)O N2-(1-(6-nitrobenzo[d][1,3]dioxol-5-yl)ethyl)oxycarbonylguanosine 5'-monophosphate